FC1=CC=C(C=C1)C12CC(C1)(C2)C(=O)O 3-(4-fluorophenyl)bicyclo[1.1.1]pentane-1-carboxylic acid